N-benzylsulfonyl-4-[4-[5-[2-(5-hydroxy-1-methylpyridin-1-ium-3-yl)ethynyl]pyridine-3-carbonyl]piperazin-1-yl]benzamide C(C1=CC=CC=C1)S(=O)(=O)NC(C1=CC=C(C=C1)N1CCN(CC1)C(=O)C=1C=NC=C(C1)C#CC=1C=[N+](C=C(C1)O)C)=O